OC1CC(CCC1)N(C(OC(C)(C)C)=O)C tert-butyl (3-hydroxycyclohexyl)(methyl)carbamate